FC1=C(C=CC(=C1)S(=O)(=O)C)NCC#CC=1N(C2=CC=CC(=C2C1)NC1CCC(CC1)N(C)C)CC(F)(F)F 4-N-(2-{3-[(2-fluoro-4-methanesulfonyl-phenyl)amino]prop-1-yn-1-yl}-1-(2,2,2-trifluoroethyl)-1H-indol-4-yl)-1-N,1-N-dimethylcyclohexane-1,4-diamine